1-bromo-4-((4-vinylbenzyl)oxy)benzene BrC1=CC=C(C=C1)OCC1=CC=C(C=C1)C=C